4-(trifluoromethyl)-N-(1-(trifluoromethyl)cyclopropyl)pyridin-2-amine FC(C1=CC(=NC=C1)NC1(CC1)C(F)(F)F)(F)F